COC=1C(=NC(=NC1)NC1=CC=C(C=C1)N1CCOCC1)NC=1C=CC(=C(C1)O)C 5-((5-methoxy-2-((4-morpholinophenyl)amino)pyrimidin-4-yl)amino)-2-methylphenol